1,1-dimethoxypropan-2-amine COC(C(C)N)OC